tri-tert-butyl (3S,10S,14S)-3-[(naphthalen-2-yl)methyl]-1-(4-nitrophenoxy)-1,4,12-trioxo-2,5,11,13-tetraazahexadecane-10,14,16-tricarboxylate C1=C(C=CC2=CC=CC=C12)C[C@H](NC(=O)OC1=CC=C(C=C1)[N+](=O)[O-])C(NCCCC[C@H](NC(N[C@@H](CCC(=O)OC(C)(C)C)C(=O)OC(C)(C)C)=O)C(=O)OC(C)(C)C)=O